FC(C=1C(=C2CCC2=CC1)NC(=O)C1=NN2C(OCCC2)=C1S(=O)(N)=N)(F)F ((3-(trifluoromethyl)bicyclo[4.2.0]octa-1,3,5-trien-2-yl)carbamoyl)-6,7-dihydro-5H-pyrazolo[5,1-b][1,3]oxazine-3-sulfonimidamide